FC=1C=CC=C2C=C(C=NC12)C(=O)N[C@](CC(C)C)(C)CC1=CC(=CC=C1)F 8-fluoro-N-[(1S)-1-[(3-fluorophenyl)-methyl]-1,3-dimethyl-butyl]quinoline-3-carboxamide